ClC1=C(C(=O)NC(C(=O)O)CC2=CC=C(C=C2)OCC2(CC2)CNC2=NC=CC=C2)C(=CC=C1)Cl 2-(2,6-dichlorobenzamido)-3-(4-((1-((pyridin-2-ylamino)methyl)cyclopropyl)methoxy)phenyl)propanoic acid